C1(CC1)C=1C=C(C(=NC1)F)C1=C(C=NN1C1CCOCC1)C(=O)N[C@@H]1C(NC2=C(C(=N1)C1=CC=CC=C1)C=CC=C2F)=O 5-(5-Cyclopropyl-2-fluoropyridin-3-yl)-N-[(3S)-9-fluoro-2-oxo-5-phenyl-1,3-dihydro-1,4-benzodiazepin-3-yl]-1-(oxan-4-yl)pyrazole-4-carboxamide